C(C)C=1C(NC=2C=C(C=NC2C1)CN1CCN(CC1)C1=C(C=C(C(=O)N[C@H]2COCC2)C=C1)F)=O (R)-4-(4-((7-ethyl-6-oxo-5,6-dihydro-1,5-naphthyridin-3-yl)methyl)piperazin-1-yl)-3-fluoro-N-(tetrahydrofuran-3-yl)benzamide